C(C)N1N=C(C(=C1)C1=C(C=CC=C1)[C@H]1C2=C(CN(C1)C(C#C[C@]1(NCCC1)C)=O)SC(=C2)C#N)C(F)(F)F (S)-4-(2-(1-Ethyl-3-(trifluoromethyl)-1H-pyrazol-4-yl)phenyl)-6-(3-((S)-2-methylpyrrolidin-2-yl)propioloyl)-4,5,6,7-tetrahydrothieno[2,3-c]pyridine-2-carbonitrile